C(C)(C)(C)OC(=O)N1[C@@H](COCC1=O)C (3R)-3-methyl-5-oxo-morpholine-4-carboxylic acid tert-butyl ester